ClC1=C(N=CN1)CC 5-chloro-4-ethylimidazole